(4-(2-(2,6-dimethylpyridin-4-yl)-3-isopropyl-1H-indol-5-yl)piperidin-1-yl)(tetrahydrofuran-2-yl)methanone CC1=NC(=CC(=C1)C=1NC2=CC=C(C=C2C1C(C)C)C1CCN(CC1)C(=O)C1OCCC1)C